(2S,3R)-3-cyclopropylaziridine-2-carboxylic acid C1(CC1)[C@@H]1[C@H](N1)C(=O)O